BrC1=C2C=CC=C(C2=CC=C1)N 5-bromonaphthalen-1-amine